FC([C@H]1[C@@H](C1)NC(C=1C(=NC=C(C1N1C[C@]2(CCCN2)CC1)C1=CC(=CC(=C1)F)F)[2H])=O)F N-[(1R,2R)-2-(difluoromethyl)cyclopropyl]-4-{(S)-1,7-diaza-7-spiro[4.4]nonyl}-5-(3,5-difluorophenyl)(2-2H)nicotinamide